C(C(=C)C)(=O)SC(CSC=1SC(=NN1)SCCCCC)CC 2-methacryloylthio-n-butylthio-5-n-pentylthio-1,3,4-thiadiazole